3-(4-(3-((6-Bromoquinolin-4-yl)amino)-5-methoxyphenyl)-1H-pyrazol-1-yl)propanenitrile BrC=1C=C2C(=CC=NC2=CC1)NC=1C=C(C=C(C1)OC)C=1C=NN(C1)CCC#N